C1(CC1)N1C=CC=2C1=NC(N(C2)C=2N=C(OC2C2=CC=CC=C2)C2=CC=C(C=C2)F)=O 7-cyclopropyl-3-(2-(4-fluorophenyl)-5-phenyloxazol-4-yl)-3,7-dihydro-2H-pyrrolo[2,3-d]pyrimidin-2-one